methyl ((S)-1-(((S)-2-(4-aminophenyl)-1-(4-(thiophen-2-yl)thiazol-2-yl)ethyl)amino)-1-oxo-3-(pyridin-4-yl)propan-2-yl)(methyl)carbamate NC1=CC=C(C=C1)C[C@@H](C=1SC=C(N1)C=1SC=CC1)NC([C@H](CC1=CC=NC=C1)N(C(OC)=O)C)=O